B(OC(=O)C=C)(OC(=O)C=C)OC(=O)C=C triacryl borate